(S)-N-(2,3-difluoro-4-(3-(2-(piperidin-3-ylamino)pyrimidin-4-yl)pyridin-2-yloxy)phenyl)-1-(pyridin-2-yl)methanesulfonamide FC1=C(C=CC(=C1F)OC1=NC=CC=C1C1=NC(=NC=C1)N[C@@H]1CNCCC1)NS(=O)(=O)CC1=NC=CC=C1